C1(CCCC1)O[C@@H](CC=1SC=2C(N1)=C(C=C(C2)OCC)C(=O)O)[C@@H](C2=CC(=C(C=C2)C)OC)O 2-[(2S,3R)-2-(cyclopentoxy)-3-hydroxy-3-(3-methoxy-4-methyl-phenyl)propyl]-6-ethoxy-1,3-benzothiazole-4-carboxylic acid